C(C)(C)(C)OC(=O)N[C@@H](CSC(C1=CC=CC=C1)(C1=CC=CC=C1)C1=CC=CC=C1)C(=O)O N-tert-Butyloxycarbonyl-S-trityl-L-cysteine